O1CCCC2=C1C=C(C=C2)[C@H](C(F)F)N[C@H](C(=O)O)CCC(C)(C)C (2S)-2-{[(1R)-1-(3,4-dihydro-2H-1-benzopyran-7-yl)-2,2-difluoroethyl]amino}-5,5-dimethylhexanoic acid